1-(5-(1-(2,6-difluorophenyl)azetidin-3-yl)-2,3-dihydro-1H-inden-1-yl)piperidine FC1=C(C(=CC=C1)F)N1CC(C1)C=1C=C2CCC(C2=CC1)N1CCCCC1